(3-(1-(4-(2-methylbenzamido)naphthalene-1-sulfonylamino)ethyl)phenyl)carbamic acid tert-butyl ester C(C)(C)(C)OC(NC1=CC(=CC=C1)C(C)NS(=O)(=O)C1=CC=C(C2=CC=CC=C12)NC(C1=C(C=CC=C1)C)=O)=O